(R)-1-(2-chloropyridin-3-yl)ethyl (1-methyl-4-(5-(1-(pyridin-3-yl)cyclopropane-1-carboxamido)pyridin-2-yl)-1H-1,2,3-triazol-5-yl)carbamate CN1N=NC(=C1NC(O[C@H](C)C=1C(=NC=CC1)Cl)=O)C1=NC=C(C=C1)NC(=O)C1(CC1)C=1C=NC=CC1